COCCN1CCN(CC1)C1=CC=C(C=C1)C=1C(=NC=CC1OC1=C(N=C(S1)C)C1=CC=CC=C1)N (4-(4-(2-methoxyethyl)piperazin-1-yl)phenyl)-4-((2-methyl-4-phenylthiazol-5-yl)oxy)pyridin-2-amine